m-methoxyphenyltellurium COC=1C=C(C=CC1)[Te]